2-((R)-3-(3-(5,6,7,8-tetrahydro-1,8-naphthyridin-2-yl)propoxy)pyrrolidin-1-yl)-2-(4-(trifluoromethyl)phenyl)acetic acid N1=C(C=CC=2CCCNC12)CCCO[C@H]1CN(CC1)C(C(=O)O)C1=CC=C(C=C1)C(F)(F)F